trimethacryloyloxyethyl-carbonyl-aminoglycerol C(C(=C)C)(=O)OC(CC(=O)C(O)(C(O)CO)N)(OC(C(=C)C)=O)OC(C(=C)C)=O